CC=1N(C(NN1)=O)C1=CC=C(C=C1)OC1=CC(=CC=C1)OC 5-methyl-4-(4-{[3-(methyloxy)phenyl]oxy}phenyl)-2,4-dihydro-3H-1,2,4-triazol-3-one